CN(C1=C2C(=NC=C1C#N)N(C=C2)S(=O)(=O)C2=CC=CC=C2)C2CNCC2 4-(methyl(pyrrolidin-3-yl)amino)-1-(phenylsulfonyl)-1H-pyrrolo[2,3-b]pyridin-5-carbonitrile